O1CCC(CC1)CON O-((tetrahydro-2H-pyran-4-yl)methyl)hydroxylamine